2,7-dibromo-9-isobutyl-9H-carbazole BrC1=CC=2N(C3=CC(=CC=C3C2C=C1)Br)CC(C)C